3,7,11,15-tetramethylhexadecane-1,2,3-triyl tris(2-hydroxyacetate) OCC(=O)OCC(C(CCCC(CCCC(CCCC(C)C)C)C)(C)OC(CO)=O)OC(CO)=O